1-(aminomethyl)-N,N-dimethyl-cyclopentanecarboxamide NCC1(CCCC1)C(=O)N(C)C